S1CCCC2=CC=CC(=C12)C(O)C=1N=CN(C1)C(C1=CC=CC=C1)(C1=CC=CC=C1)C1=CC=CC=C1 thiochroman-8-yl(1-trityl-1H-imidazol-4-yl)methanol